N-(3-(Aminomethyl)-5-fluorophenyl)-1-methyl-1H-pyrazol-4-amine NCC=1C=C(C=C(C1)F)NC=1C=NN(C1)C